Cl.FC1=CC=C(C=C1)C(C1CCNCC1)OC 4-((4-fluorophenyl)(methoxy)methyl)piperidine hydrochloride